8-(4-((2-(2,6-dioxopiperidin-3-yl)-4-fluoro-1,3-dioxoisoindolin-5-yl)methyl)piperazine-1-yl)-9-ethyl-6,6-dimethyl-11-oxo-6,11-dihydro-5H-benzo[b]carbazole-3-carbonitrile O=C1NC(CCC1N1C(C2=CC=C(C(=C2C1=O)F)CN1CCN(CC1)C=1C(=CC2=C(C(C=3NC4=CC(=CC=C4C3C2=O)C#N)(C)C)C1)CC)=O)=O